C(CC)OCN(C1=NC(=NC(=N1)NCOCCC)NCOCCC)COCCC N,N,N',N''-Tetrakis-propoxymethyl-[1,3,5]triazin-2,4,6-triamin